(S)-1-(methylsulfonyl)-N-(4-(methylthio)-1-oxo-1-((4-(3-(pyridin-4-yl)phenyl)thiazol-2-yl)amino)butan-2-yl)-1H-pyrrole-3-carboxamide CS(=O)(=O)N1C=C(C=C1)C(=O)N[C@H](C(NC=1SC=C(N1)C1=CC(=CC=C1)C1=CC=NC=C1)=O)CCSC